(R)-N-(4-(4-(7-oxa-2-azaspiro[3.5]nonan-2-yl)-7H-pyrrolo[2,3-d]pyrimidin-6-yl)phenyl)-4-((3-acrylamidopiperidin-1-yl)methyl)pyridine-2-carboxamide C1N(CC12CCOCC2)C=2C1=C(N=CN2)NC(=C1)C1=CC=C(C=C1)NC(=O)C1=NC=CC(=C1)CN1C[C@@H](CCC1)NC(C=C)=O